Methyl 5-(2'-(4-methyl-4H-1,2,4-triazol-3-yl)-[1,1'-biphenyl]-3-yl)-6-oxo-3-(trifluoromethyl)-1,6-dihydropyridine-2-carboxylate CN1C(=NN=C1)C1=C(C=CC=C1)C1=CC(=CC=C1)C1=CC(=C(NC1=O)C(=O)OC)C(F)(F)F